BrC=1C=C2C=CC(=NC2=CC1)C=1C(=C(C(=NC1)C(=O)N)O)OC (6-bromoquinolin-2-yl)-3-hydroxy-4-methoxypyridineamide